ClC1=NC(=C(C(=C1C#N)CC)C#N)N1CCN(CCC1)C 2-chloro-4-ethyl-6-(4-methyl-1,4-diazepan-1-yl)pyridine-3,5-dicarbonitrile